O(CCC1C2C=CC(C1)C2)CCC2C1C=CC(C2)C1 5,5'-(oxybis(ethane-2,1-diyl))bis(norbornene)